CC1(CCC(=O)O1)CC\C=C/CC 4-methyl-4-(cis-3-hexenyl)-4-butyrolactone